C(C1=CC=CC=C1)N1[C@H](CC(C[C@H]1C=1N=NN(C1)C)C(=O)N(CC1=CC=C(C=C1)OC)C1=C(C=CC(=C1)C)Br)C (2S,6S)-1-benzyl-N-(2-bromo-5-methyl-phenyl)-N-[(4-methoxyphenyl)methyl]-2-methyl-6-(1-methyltriazol-4-yl)piperidine-4-carboxamide